O=C1NC(CCC1C1C(C23C(C(=NC=C3C=CC=C2)OCCCCCCNC(CCCCC)=O)=CC1=O)=O)=O N-(6-((2-(2,6-dioxopiperidin-3-yl)-1,3-dioxo-2,3-dihydro-1H-benzo[d]isoquinolin-5-yl)oxy)hexyl)hexanamide